5-Fluoro-3-{3-[4-(3-methoxyazetidin-1-carbonyl)phenyl]-1,2-oxazol-5-yl}-6-(2-methoxyethoxy)-1H-indazol FC=1C=C2C(=NNC2=CC1OCCOC)C1=CC(=NO1)C1=CC=C(C=C1)C(=O)N1CC(C1)OC